2-[4-(Difluoromethyl)-6-[4-[2-(4-hydroxy-1-piperidyl)ethoxy]phenyl]-7-methyl-indazol-2-yl]-2-[(6R)-6-fluoro-6,7-dihydro-5H-pyrrolo[1,2-c]imidazol-1-yl]-N-thiazol-2-yl-acetamide FC(C=1C2=CN(N=C2C(=C(C1)C1=CC=C(C=C1)OCCN1CCC(CC1)O)C)C(C(=O)NC=1SC=CN1)C1=C2N(C=N1)C[C@@H](C2)F)F